[1-(2,6-dioxo-3-piperidinyl)-3-methyl-2-oxo-benzoimidazol-4-yl]-3,6-dihydro-2H-pyridine-1-carboxylic acid tert-butyl ester C(C)(C)(C)OC(=O)N1C(CC=CC1)C1=CC=CC=2N(C(N(C21)C)=O)C2C(NC(CC2)=O)=O